4-(4-([1,1'-biphenyl]-2-ylmethyl)piperazin-1-yl)-6-bromo-1-methyl-2-oxo-1,2-dihydro-1,5-naphthyridine-3-carbonitrile C1(=C(C=CC=C1)CN1CCN(CC1)C1=C(C(N(C2=CC=C(N=C12)Br)C)=O)C#N)C1=CC=CC=C1